1-propenoyl-3-(2-((1-ethyl-1H-pyrazol-4-yl)amino)-7H-pyrrolo[2,3-d]pyrimidin-4-yl)benzene C(C=C)(=O)C1=CC(=CC=C1)C=1C2=C(N=C(N1)NC=1C=NN(C1)CC)NC=C2